tert-Butyl 2-[6-(2,5-dichloropyrimidin-4-yl)-1-oxo-2,3-dihydro-1H-isoindol-2-yl]acetate ClC1=NC=C(C(=N1)C1=CC=C2CN(C(C2=C1)=O)CC(=O)OC(C)(C)C)Cl